FC(C=1C=C(C=CC1F)C=1C=C2C(=NC1)C=NN2C[C@@H]2COCC2)F |r| (RS)-6-[3-(Difluoromethyl)-4-fluoro-phenyl]-1-(tetrahydrofuran-3-ylmethyl)pyrazolo[4,3-b]pyridine